OC=1C=C(C=CC1OC)NC(=O)C1C(CCC(C1)(C)C)C(C)C N-(3-Hydroxy-4-methoxyphenyl)-2-isopropyl-5,5-dimethylcyclohexan-carboxamid